2-(2-((6-methoxy-2-methyl-4-(((S)-1-(4-(2-((methylamino)methyl)phenyl)-thiophen-2-yl)ethyl)amino)quinazolin-7-yl)oxy)ethoxy)ethyl 2-((3r,5r,7r)-adamantan-1-yl)acetate C12(CC3CC(CC(C1)C3)C2)CC(=O)OCCOCCOC2=C(C=C3C(=NC(=NC3=C2)C)N[C@@H](C)C=2SC=C(C2)C2=C(C=CC=C2)CNC)OC